C1(CC[C@@H](CCCCC)O1)=O |r| (+-)-4-NONANOLIDE